6-(3-Fluorophenyl)-3-methyl-1-(4-pyridylmethyl)imidazo[4,5-b]pyridin FC=1C=C(C=CC1)C=1C=C2C(=NC1)N(CN2CC2=CC=NC=C2)C